3-[4-[4-[4-[4-[4-(aminomethyl)-3-methyl-phenyl]pyrrolo[2,1-f][1,2,4]triazin-6-yl]butyl]phenyl]phenyl]piperidine-2,6-dione HCl salt Cl.NCC1=C(C=C(C=C1)C1=NC=NN2C1=CC(=C2)CCCCC2=CC=C(C=C2)C2=CC=C(C=C2)C2C(NC(CC2)=O)=O)C